C1(=C(C=CC=C1)NO)C tolyl-hydroxylamine